COCCC1(C=CC=C1)[MoH2]C1(C=CC=C1)CCOC bis((2-methoxyethyl)cyclopentadienyl)molybdenum dihydride